CN(C(\C=C\C=C\C)=O)C N,N-dimethyl-(2E,4E)-2,4-hexadienamide